N=1C=CN2C1N=CC(=C2)C=2C=CN1N=C(N=C(C12)OC(F)(F)F)NC1CCC(CC1)(O)C (1s,4s)-4-((5-(imidazo[1,2-a]pyrimidin-6-yl)-4-(trifluoromethoxy)pyrrolo[2,1-f][1,2,4]triazin-2-yl)amino)-1-methylcyclohexan-1-ol